benzo[4,5]thieno[3,2-c]carbazole C1=C2C=3C4=C(C=CC3NC2=CC=C1)C1=C(S4)C=CC=C1